NC1C(OC(C1)C)=O 3-amino-5-methyl-tetrahydrofuran-2-one